4-(2-oxoethyl)piperidine-1-carboxylate O=CCC1CCN(CC1)C(=O)[O-]